1-Decyl-1-methylpyrrolidinium triflat [O-]S(=O)(=O)C(F)(F)F.C(CCCCCCCCC)[N+]1(CCCC1)C